3-[(amino-iminomethyl)-thio]-1-propylsulfonic acid NC(SCCCS(=O)(=O)O)=N